4-(9-(3-chlorophenyl)-6-(3-(m-tolyl)-1H-pyrazol-1-yl)-9H-purin-2-yl)morpholine ClC=1C=C(C=CC1)N1C2=NC(=NC(=C2N=C1)N1N=C(C=C1)C=1C=C(C=CC1)C)N1CCOCC1